FC(CC1=NNC(=C1)C(=O)[O-])(F)F 3-(2,2,2-trifluoroethyl)-1H-pyrazole-5-carboxylate